O1CC(C2=C1C=CC=C2)=O 2,3-dihydro-1-benzofuran-3-one